4-(2,6-dichlorobenzamido)-1H-pyrazole-3-carboxamide ClC1=C(C(=O)NC=2C(=NNC2)C(=O)N)C(=CC=C1)Cl